β-bromo-β-nitrostyrene BrC(=CC1=CC=CC=C1)[N+](=O)[O-]